dihydroxymethylpropionamide OC(O)C(C(=O)N)C